C(C)(C)(C)OC(=O)N1CC(CCC1)C(=O)C=1C=C(C2=CC=CC=C2C1)C(=O)O 3-(1-(tert-Butoxycarbonyl)piperidine-3-carbonyl)-1-naphthoic acid